C(C1=CC=CC=C1)OC1=C(C=CC(=C1[N+](=O)[O-])F)Br 2-(Benzyloxy)-1-bromo-4-fluoro-3-nitrobenzene